1-(4-((2-(1,1-difluoroethyl)-6-ethylpyrimidin-4-yl)amino)-5-(pyrazin-2-yl)pyridin-2-yl)-3-methylurea FC(C)(F)C1=NC(=CC(=N1)NC1=CC(=NC=C1C1=NC=CN=C1)NC(=O)NC)CC